NC1=C(C=CC(=C1)F)NC(C1=CC=C(C=C1)CN1C(S\C(\C1=O)=C/C=1C=NC=CC1)=O)=O (Z)-N-(2-amino-4-fluorophenyl)-4-((2,4-dioxo-5-(pyridin-3-ylmethylene)thiazolidin-3-yl)methyl)benzamide